N,N-diethyl-2,4-dihydroxy-6-pentyl-benzenesulfonamide C(C)N(S(=O)(=O)C1=C(C=C(C=C1CCCCC)O)O)CC